(S)-N-(3-chloro-4-(4-methylpiperazin-1-yl)phenyl)azetidine-2-carboxamide ClC=1C=C(C=CC1N1CCN(CC1)C)NC(=O)[C@H]1NCC1